2-[(4-benzyloxy-2-chloro-pyrrolo[3,2-d]pyrimidin-5-yl)methoxy]ethyl-trimethyl-silane C(C1=CC=CC=C1)OC=1C2=C(N=C(N1)Cl)C=CN2COCC[Si](C)(C)C